FC1=C(NC2=C1C=NC=C2)CNC([C@H](C)NC(=O)[C@@H]2N(C[C@H](C2)C2=CC=CC=C2)C(=O)OC(C)(C)C)=O tert-Butyl (2R,4R)-2-(((S)-1-(((3-fluoro-1H-pyrrolo[3,2-c]pyridin-2-yl)methyl)amino)-1-oxopropan-2-yl)carbamoyl)-4-phenylpyrrolidine-1-carboxylate